2,2-bis(4-aminocyclohexyl)hexafluoropropane NC1CCC(CC1)C(C(F)(F)F)(C(F)(F)F)C1CCC(CC1)N